6-[(1-acetyl-4-piperidyl)amino]-2-[(2R)-3-(3,4-dihydro-1H-isoquinolin-2-yl)-2-hydroxypropyl]-3,4-dihydroisoquinolin-1-one C(C)(=O)N1CCC(CC1)NC=1C=C2CCN(C(C2=CC1)=O)C[C@@H](CN1CC2=CC=CC=C2CC1)O